C(C(C)C)C(COC)(COC)CCC(C)C 2-isobutyl-2-isoamyl-1,3-dimethoxypropane